tert-butoxy {(Z)-({2-[4-(3-hydroxypropyl)phenyl]ethyl}amino)[(tert-butoxycarbonyl)amino]methylidene}carbamate OCCCC1=CC=C(C=C1)CCN/C(/NC(=O)OC(C)(C)C)=N/C(OOC(C)(C)C)=O